ClC1=CC(=C(C=N1)C(=O)C1CC1)N1CC(C1)O (6-Chloro-4-(3-hydroxyazetidin-1-yl)pyridin-3-yl)(cyclopropyl)methanone